ClC=1C(=NC(=NC1)NC)C1=CC=C2CN(C(C2=C1)=O)[C@@H](C(=O)N[C@H]([C@H](CCC)O)C1=CC=CC=C1)C (2R)-2-{6-[5-chloro-2-(methylamino)pyrimidin-4-yl]-1-oxo-2,3-dihydro-1H-isoindol-2-yl}-N-[(1S,2S)-2-hydroxy-1-phenylpentyl]propanamide